N[C@H]1CS(C2=C(N(C1=O)CC1=CC=C(C=C1)Cl)C=C(C(=C2)F)C=2OC(=NN2)NC21CC(C2)(C1)F)(=O)=O (3R)-3-amino-5-[(4-chlorophenyl)methyl]-8-fluoro-7-[5-[(3-fluoro-1-bicyclo[1.1.1]pentanyl)amino]-1,3,4-oxadiazol-2-yl]-1,1-dioxo-2,3-dihydro-1λ6,5-benzothiazepin-4-one